FC=1C=C2C(=NN(C2=CC1I)C)N1C(NC(CC1)=O)=O 1-(5-fluoro-6-iodo-1-methyl-indazol-3-yl)hexahydropyrimidine-2,4-dione